BrC1=CC=C(C=C1)CN1C(=NC=C1)[C@H]1N(C[C@@H](C1)O[Si](C)(C)C(C)(C)C)C(=O)OCC1=CC=CC=C1 benzyl (2S,4R)-2-[1-[(4-bromophenyl)methyl]imidazol-2-yl]-4-[tert-butyl(dimethyl)silyl]oxypyrrolidine-1-carboxylate